OCC1=CC=C(C=C1)NC(OC1\C=C\CCCCC1)=O (E)-cyclooct-2-en-1-yl (4-(hydroxymethyl)phenyl)carbamate